sodium 2-methyl-alpha-methoxyiminophenylacetate CC1=C(C=CC=C1)C(C(=O)[O-])=NOC.[Na+]